FC1=C(C=C(C=C1)NC(C=C)=O)NC1=NC(=NC=C1C1=C(C=CC(=C1)F)OC)NC=1C=NN(C1)C N-(4-fluoro-3-((5-(5-fluoro-2-methoxyphenyl)-2-((1-methyl-1H-pyrazol-4-yl)amino)pyrimidin-4-yl)amino)phenyl)acrylamide